BrC=1C(=NC(=NC1)Cl)NC=1C(=NC=CC1)N(C)C N3-(5-bromo-2-chloropyrimidin-4-yl)-N,N-dimethylpyridine-2,3-diamine